4-fluoro-5-methylisoxazole FC=1C=NOC1C